O1C(C1)COC1=C(C2=CC=CC=C2C=C1)C1=C(C=CC2=CC=CC=C12)OCC1OC1 2,2'-bis(oxairan-2-ylmethoxy)-1,1'-binaphthyl